FC(OC=1C=2N(C=C(C1)C(F)(F)F)C[C@@]1(C=3C=CN=CC3CCC1)N2)F |r| rac-8-(difluoromethoxy)-6-(trifluoromethyl)-7',8'-dihydro-3H,6'H-spiro[imidazo[1,2-a]pyridine-2,5'-isoquinoline]